2-chloro-4-(8-(4-(4-(1-(2-(2,6-dioxopiperidin-3-yl)-1,3-dioxoisoindolin-5-yl)piperidin-4-yl)piperazin-1-yl)benzoyl)-1-methyl-2,8-diazaspiro[4.5]decan-2-yl)benzonitrile ClC1=C(C#N)C=CC(=C1)N1C(C2(CC1)CCN(CC2)C(C2=CC=C(C=C2)N2CCN(CC2)C2CCN(CC2)C=2C=C1C(N(C(C1=CC2)=O)C2C(NC(CC2)=O)=O)=O)=O)C